Dimethyl-hydrazine CNNC